CC=1C(=C(C=CC1)NCCCCCO)[N+](=O)[O-] 5-(3-methyl-2-nitrophenylamino)pentan-1-ol